4-(((((9H-fluoren-9-yl)methoxy)carbonyl)(4-((4-((2-(methyl Carbamoyl)phenyl)amino)-5-(trifluoromethyl)pyrimidin-2-yl)amino)benzyl)amino)phenyl)pyrrolidine-1-carboxylate C1=CC=CC=2C3=CC=CC=C3C(C12)COC(=O)N(CC1=CC=C(C=C1)NC1=NC=C(C(=N1)NC1=C(C=CC=C1)C(NC)=O)C(F)(F)F)C1=C(C=CC=C1)C1CCN(C1)C(=O)[O-]